(S)-5-fluoro-3-((R)-5-isopropyl-3-(isoquinolin-1-yl)-4,5-dihydroisoOxazole-5-carboxamido)-4-oxopentanoic acid (9e,12e)-octadeca-9,12-dien-1-yl ester C(CCCCCCC\C=C\C\C=C\CCCCC)OC(C[C@@H](C(CF)=O)NC(=O)[C@@]1(CC(=NO1)C1=NC=CC2=CC=CC=C12)C(C)C)=O